C(C)OC(\C=C\C1SC2=CC=C(C=C2CC1)Br)=O (E)-3-(6-bromo-thiochroman-2-yl)-acrylic acid ethyl ester